C(CCCCCC)N(C(SC(N(CCCCCCC)CCCCCCC)=S)=S)CCCCCCC Tetraheptyl-Thiuram Monosulfide